3-((3-(Aminomethyl)-5-fluoropyridin-2-yl)amino)piperidine-2,6-dione NCC=1C(=NC=C(C1)F)NC1C(NC(CC1)=O)=O